5-((4-Bromo-6-fluoro-1H-indazol-5-yl)oxy)-2-fluorobenzonitrile BrC1=C2C=NNC2=CC(=C1OC=1C=CC(=C(C#N)C1)F)F